4-chloro-6-(2,2-difluoroethoxy)pyrimidin ClC1=NC=NC(=C1)OCC(F)F